The molecule is a member of the class of triazoles that is 1-hydroxy-3,3-dimethyl-1-(1,2,4-triazol-1-yl)butan-2-one in which the hydroxyl hydrogen is replaced by a 4-chlorophenyl group. It is a member of triazoles, a member of monochlorobenzenes, an aromatic ether, a ketone and a hemiaminal ether. CC(C)(C)C(=O)C(N1C=NC=N1)OC2=CC=C(C=C2)Cl